benzyl 4-{5-[(tert-butoxy)carbonyl]-3-[7-cyano-6-(1-methylpyrazol-4-yl)-3,4-dihydro-2H-quinolin-1-yl]-4H,6H,7H-pyrazolo[4,3-c]pyridin-1-yl}piperidine-1-carboxylate C(C)(C)(C)OC(=O)N1CC2=C(CC1)N(N=C2N2CCCC1=CC(=C(C=C21)C#N)C=2C=NN(C2)C)C2CCN(CC2)C(=O)OCC2=CC=CC=C2